C1(CCCC1)N1N=C(C(=CC1=O)C1=CC=C(C=C1)OC)C1=CC=C(C=C1)OC 2-cyclopentyl-5,6-bis(4-methoxyphenyl)-3(2H)-pyridazinone